C(C)(C)(C)OC(NN1C(CCC1=O)C1=C(C=C(C=C1)Br)F)=O (2-(4-bromo-2-fluorophenyl)-5-oxopyrrolidin-1-yl)carbamic acid tert-butyl ester